C(C)[N+](CCCCC)(CCC)CC N,N-diethyl-N-propyl-N-Pentylammonium